ClC=1C(=NN(C1C(=O)N[C@@H](CC(C)C)C(=O)N[C@@H](C[C@H]1C(NCC1)=O)C#N)CC)C N2-[(4-chloro-1-ethyl-3-methyl-1H-pyrazol-5-yl)carbonyl]-N-{(1S)-1-cyano-2-[(3S)-2-oxopyrrolidin-3-yl]ethyl}-L-leucinamide